((2-chloro-7-(methylcarbamoyl)pyrrolo[2,1-f][1,2,4]triazin-4-yl)amino)tricyclo[3.2.2.02,4]nonane-6-carboxylic acid ethyl ester C(C)OC(=O)C1C2C3CC3C(C1)(CC2)NC2=NC(=NN1C2=CC=C1C(NC)=O)Cl